3-cyanobicyclo[1.1.1]pentane C(#N)C12CC(C1)C2